1-(1-phenylcyclopropyl)-1H-1,2,3-triazole-4-carboxylic acid C1(=CC=CC=C1)C1(CC1)N1N=NC(=C1)C(=O)O